NC1=C(NC[C@@H]2CC[C@H](CC2)C(=O)OC)C=C(C(=C1)C#N)F methyl trans-4-[(2-amino-4-cyano-5-fluoro-anilino)methyl]cyclohexanecarboxylate